COC(OC)[SiH2]CCC1=CC(=CC=C1)CC[SiH2]C(OC)OC 1,3-bis[2-(dimethoxymethylsilyl)ethyl]benzene